tert-butyl 3-(4-((5-chloro-2-fluorophenyl)amino)pyrido[3,2-d]pyrimidin-6-yl)piperidine-1-carboxylate ClC=1C=CC(=C(C1)NC=1C2=C(N=CN1)C=CC(=N2)C2CN(CCC2)C(=O)OC(C)(C)C)F